C(C1=CC=CC=C1)NC(COC1=CC(=CC=C1)C=O)=O N-BENZYL-2-(3-FORMYLPHENOXY)ACETAMIDE